(S)-(2-(3-(3-chloropyridin-2-yloxy)pyrrolidin-1-yl)-5-(2-methoxyphenoxy)phenyl)methanol ClC=1C(=NC=CC1)O[C@@H]1CN(CC1)C1=C(C=C(C=C1)OC1=C(C=CC=C1)OC)CO